C(C)S[Na].[Na] sodium (ethylthio)sodium